2-(4,4-difluoroazepan-1-yl)-N-[1-(methylsulfonyl)-1H-pyrrolo[3,2-c]pyridin-3-yl]-5-(trifluoromethyl)pyridine-3-carboxamide FC1(CCN(CCC1)C1=NC=C(C=C1C(=O)NC1=CN(C2=C1C=NC=C2)S(=O)(=O)C)C(F)(F)F)F